3-(2-((palmitoyloxy)(tetrahydro-2H-pyran-4-yl)methoxy)-2,2-diphenylacetoxy)spiro[bicyclo[3.2.1]octane-8,1'-pyrrolidin]-8-ium chloride [Cl-].C(CCCCCCCCCCCCCCC)(=O)OC(OC(C(=O)OC1CC2CCC(C1)[N+]21CCCC1)(C1=CC=CC=C1)C1=CC=CC=C1)C1CCOCC1